bisphosphine choline OCC[N+](C)(C)C.P.P